5,7-dihydroxy-2-(3-hydroxy-4-methoxyphenoxy)chroman-4-one OC1=C2C(CC(OC2=CC(=C1)O)OC1=CC(=C(C=C1)OC)O)=O